5-cyano-2-(trifluoromethylsulfonyl)benzoic acid C(#N)C=1C=CC(=C(C(=O)O)C1)S(=O)(=O)C(F)(F)F